C1CCC2=C(C=CC=C12)C1=C(C=C2C(=N1)C(=NN2)C=2C=NN(C2)C2CN(C2)C(CN2CCC(CC2)O)=O)OC 1-(3-(4-(5-(2,3-Dihydro-1H-inden-4-yl)-6-methoxy-1H-pyrazolo[4,3-b]pyridin-3-yl)-1H-pyrazol-1-yl)azetidin-1-yl)-2-(4-hydroxypiperidin-1-yl)ethan-1-one